4-ethynyl-1-(2,2,2-trifluoroethyl)-1H-pyrazole C(#C)C=1C=NN(C1)CC(F)(F)F